N-(tert-Butyl)-6-(1-(3-chloropyridin-2-yl)-3-methoxy-1H-pyrazol-5-carboxamido)-5-methylpyrazolo[1,5-a]pyridin-7-carboxamid C(C)(C)(C)NC(=O)C1=C(C(=CC=2N1N=CC2)C)NC(=O)C2=CC(=NN2C2=NC=CC=C2Cl)OC